4-bromo-1-cyclopropyl-1H-pyrazole BrC=1C=NN(C1)C1CC1